C(=O)(O)C=1C=C2C(C=C(C(C2=CC1)=O)OC)=O 6-carboxyl-2-methoxy-1,4-naphthoquinone